N-(cyclopropylmethyl)-7-methoxy-6-(pyridin-2-yloxy)-1H,2H,3H-cyclopenta[b]quinolin-9-amine C1(CC1)CNC1=C2C(=NC=3C=C(C(=CC13)OC)OC1=NC=CC=C1)CCC2